methyl-5-(2-phenyloxazol-5-yl)picolinic acid CC=1C(=NC=C(C1)C1=CN=C(O1)C1=CC=CC=C1)C(=O)O